2-(cyclopropyl(7-methyl-1H-indole-2-carboxamido)methyl)-3-methylpyridine C1(CC1)C(C1=NC=CC=C1C)NC(=O)C=1NC2=C(C=CC=C2C1)C